CC(C1CCC(CC1)N)(C1CCC(CC1)N)C dimethylbis(p-aminocyclohexyl)methane